C(CCC#C)B(O)O pent-4-yn-1-ylboronic acid